COC1=CC=C(C=C1)S(=O)(=O)Cl 4-Methoxyphenyl-sulfonyl chloride